C(C)N1N=NC(C(=C1CO)CO)=O N-ethyldimethyloltriazinone